3-(6-(((1r,3r)-3-(4-(2-(4-((6-(2H-1,2,3-triazol-2-yl)pyridine-3-yl)oxy)phenyl)propan-2-yl)phenoxy)cyclobutyl)amino)-1-oxoisoindoline-2-yl)piperidine-2,6-dione N=1N(N=CC1)C1=CC=C(C=N1)OC1=CC=C(C=C1)C(C)(C)C1=CC=C(OC2CC(C2)NC2=CC=C3CN(C(C3=C2)=O)C2C(NC(CC2)=O)=O)C=C1